C(C=C)C1=CC(=C(C(=C1)F)C(C)O)Br 1-(4-allyl-2-bromo-6-fluorophenyl)ethane-1-ol